C(CCCCCCCCCCCCCCCCCCCCCCCCCCCCCCCCCCCCCCC)(=O)OCCCCCCCCCCCCCC myristyl tetracontanoate